Cyclohexyl-5H-imidazo[5,1-a]isoindole-5-ethanol C1(CCCCC1)C=1N=CN2C1C1=CC=CC=C1C2CCO